C(C1=CC=CC=C1)C1=NCCC1 benzyl-azoline